(3aR,10aR)-N-(3-chloro-4-fluorophenyl)-7-methyl-2-(5-methyl-1,3,4-oxadiazol-2-yl)-2,3,3a,4,10,10a-hexahydro-1H,7H-dipyrrolo[3,4-b:3',4'-f][1,4,5]oxathiazocine-8-carboxamide 5,5-dioxide ClC=1C=C(C=CC1F)NC(=O)C=1N(C=C2C1OC[C@H]1[C@@H](NS2(=O)=O)CN(C1)C=1OC(=NN1)C)C